IC=1C(=NN2C1OCC2)CO (7-iodo-2,3-dihydropyrazolo[5,1-b]oxazol-6-yl)methanol